l-arginine HCl Cl.N[C@@H](CCCNC(N)=N)C(=O)O